OCC1(CC1)NC(=O)C1CNC1 N-(1-(hydroxymethyl)cyclopropyl)azetidine-3-carboxamide